CC=1C(=NC=C(C1)C)N1[C@H](CN(CC1)C(=O)C1=CC=C(C=C1)[C@@]1(C(NC(N1)=O)=O)C)C (R)-5-{4-[(S)-4-(3,5-dimethylpyridin-2-yl)-3-methylpiperazine-1-carbonyl]phenyl}-5-methylimidazolidine-2,4-dione